N1(CCOCC1)C(=O)O[C@@H]1CC[C@H](CC1)C(N(C[C@@H]1CC[C@H](CC1)C1=CC(=C(C=C1)OC)C)C1=CC(=CC=C1)C=1C=NN(C1)C1CC1)=O trans-4-((3-(1-Cyclopropyl-1H-pyrazol-4-yl)phenyl)((trans-4-(4-methoxy-3-methylphenyl)cyclohexyl)methyl)carbamoyl)cyclohexyl morpholine-4-carboxylate